3-((1-(3-(4,4-difluoropiperidin-1-yl)-2,7-dimethylquinoxalin-5-yl)ethyl)amino)-6-methylpicolinic acid FC1(CCN(CC1)C=1C(=NC2=CC(=CC(=C2N1)C(C)NC=1C(=NC(=CC1)C)C(=O)O)C)C)F